NC1=NN=C(S1)C1=C(C(=CC(=C1)Cl)C)NC(=O)C1=CC(=NN1C1=NC=CC=C1Cl)Br N-[2-(5-Amino-1,3,4-thiadiazol-2-yl)-4-chloro-6-methylphenyl]-3-bromo-1-(3-chloropyridin-2-yl)-1H-pyrazol-5-carboxamid